[C@H]12CN(C[C@H](CC1)N2)C=2C1=C(N=C(N2)OC2CCN(CC2)CCOC)C(=C(N=C1)C1=CC=CC2=CC=CC=C12)F 4-((1R,5S)-3,8-diazabicyclo[3.2.1]octan-3-yl)-8-fluoro-2-((1-(2-methoxyethyl)piperidin-4-yl)oxy)-7-(naphthalen-1-yl)pyrido[4,3-d]pyrimidine